(+/-)-5-methoxy-2-[[(4-methoxy-3,5-dimethylpyrid-2-yl)methyl]sulfinyl]-1H-imidazo[4,5-b]pyridine COC1=CC=C2C(=N1)N=C(N2)[S@](=O)CC2=NC=C(C(=C2C)OC)C |r|